(R)-2-(4-pentenyl)Alanine C(CCC=C)[C@](N)(C)C(=O)O